ClC1=C(C=C(OCC(=O)N[C@@H]2CN[C@H](CC2)C=2OC(=NN2)N2CC(C2)OC(F)(F)F)C=C1)F 2-(4-chloro-3-fluorophenoxy)-N-[(3s,6r)-6-{5-[3-(trifluoromethoxy)azetidin-1-yl]-1,3,4-oxadiazol-2-yl}piperidin-3-yl]acetamide